enanthic amide C(CCCCCC)(=O)N